tert-butyl (3R,5R)-3-amino-5-fluoro-piperidine-1-carboxylate N[C@H]1CN(C[C@@H](C1)F)C(=O)OC(C)(C)C